F[P-](F)(F)(F)(F)F.C(C1=CC=CC=C1)(=O)C=1C=C(C=CC1)[S+](C1=CC=CC=C1)C1=CC=CC=C1 3-benzoylphenyl-diphenylsulfonium hexafluorophosphate